bis(2-aminoethyl)phosphine NCCPCCN